C1(CCCCC1)C1(C(N(C2=C(C(=CC=C12)F)F)C)=O)O 3-cyclohexyl-6,7-difluoro-3-hydroxy-1-methylindolin-2-one